COC1=CC=C(CN2N=CC(=C2)C(=O)[O-])C=C1 1-(4-Methoxybenzyl)-1H-pyrazole-4-carboxylate